Isopropyl 2-((((4aR,6R,7R,7aR)-6-(2,4-dioxo-3,4-dihydropyrimidin-1(2H)-yl)-7-fluoro-7-methyl-2-oxidotetrahydro-4H-furo[3,2-d][1,3,2]dioxaphosphinin-2-yl)oxy)methyl)benzoate O=C1N(C=CC(N1)=O)[C@H]1[C@]([C@@H]2OP(OC[C@H]2O1)(=O)OCC1=C(C(=O)OC(C)C)C=CC=C1)(C)F